ClC=1C=C(C=C(C1F)Cl)C1(CC(=NO1)N1CC2=C(C1)C=C(S2)C(=O)NCCC2=C(N=CS2)C)C(F)(F)F 5-(5-(3,5-dichloro-4-fluorophenyl)-5-(trifluoromethyl)-4,5-dihydroisoxazol-3-yl)-N-(2-(4-methylthiazol-5-yl)ethyl)-5,6-dihydro-4H-thieno[2,3-c]pyrrole-2-carboxamide